OC1=C(C=CC(=C1)C)C(/C=C/C1=CC=C(OCCCCC=2N=NN(C2)CCNCCOC2=CC=C(C=C2)C=2OC3=CC=CC=C3C(C2)=O)C=C1)=O 2-[4-[2-[2-[4-[4-[4-[(E)-3-(2-Hydroxy-4-methylphenyl)-3-oxoprop-1-enyl]phenoxy]butyl]triazol-1-yl]ethylamino]ethoxy]phenyl]chromen-4-one